C1(=CC=CC=C1)N1C2=CC=CC=C2C=2C=C(C=CC12)N(C1=CC(=CC=C1)N(C1=CC=CC=C1)C=1C=CC=2N(C3=CC=CC=C3C2C1)C1=CC=CC=C1)C1=CC=CC=C1 N,N'-bis(9-phenylcarbazole-3-yl)-N,N'-diphenylbenzene-1,3-diamine